[Pt](I)(I)(I)I.O1C(CCCC1)ONC(C)=O N-((tetrahydro-2H-pyran-2-yl)oxy)acetamide platinum(IV) iodide